C(C)OC1=C(C(=O)NC(C)C2=CC(=CC=C2)N2CCCC2)C=C(C=C1)NC(C(C)C)=O 2-ethoxy-5-isobutyrylamino-N-(1-(3-(pyrrolidin-1-yl)phenyl)ethyl)benzamide